5-(4-(tert-butoxycarbonyl)piperazin-1-yl)nicotinic acid C(C)(C)(C)OC(=O)N1CCN(CC1)C=1C=NC=C(C(=O)O)C1